4-(5-cyclopropyl-2-ethynylphenyl)-6-methylpyridine-3-carboxylic acid C1(CC1)C=1C=CC(=C(C1)C1=C(C=NC(=C1)C)C(=O)O)C#C